(R)-N'-(4-fluoro-2,6-diisopropylphenylcarbamoyl)-4-(methylsulfonyl)benzenesulfonimidamide FC1=CC(=C(C(=C1)C(C)C)NC(=O)N=[S@](=O)(N)C1=CC=C(C=C1)S(=O)(=O)C)C(C)C